C(C)C1=C(C=CC=C1F)NC1=C(NC2=C1C(NCC2)=O)C2=C(C=NC=C2)OC[C@@H]2N(CCC2)C(=O)OC(C)(C)C tert-butyl (2R)-2-{[(4-{3-[(2-ethyl-3-fluorophenyl)amino]-4-oxo-1H,5H,6H,7H-pyrrolo[3,2-c]pyridin-2-yl}pyridin-3-yl)oxy]methyl}pyrrolidine-1-carboxylate